11,12-dihydro-11-phenylindolo[2,3-A]carbazole C1(=CC=CC=C1)N1C2=CC=CC=C2C2=CC=C3C(=C12)NC=1C=CC=CC13